3-chloro-2-(3-(methylsulfonyl)azetidin-1-yl)pyridin-4-thiol ClC=1C(=NC=CC1S)N1CC(C1)S(=O)(=O)C